COC1=C(C=CC=C1)P (methoxy-phenyl)phosphine